1-(2-(2,6-dioxopiperidin-3-yl)-6-fluoro-1,3-dioxoisoindol-5-yl)piperidine-4-carboxaldehyde O=C1NC(CCC1N1C(C2=CC(=C(C=C2C1=O)N1CCC(CC1)C=O)F)=O)=O